2-(3-methoxyphenyl)-2,8-diazaspiro[4.5]decane hydrogen chloride salt Cl.COC=1C=C(C=CC1)N1CC2(CC1)CCNCC2